N-[4-[(6,7-Dimethoxy-1,5-naphthyridin-4-yl)oxy]-3-fluorophenyl]-5-(4-fluorophenyl)-4-hydroxy-6-methylpyridine-3-carboxamide COC=1N=C2C(=CC=NC2=CC1OC)OC1=C(C=C(C=C1)NC(=O)C=1C=NC(=C(C1O)C1=CC=C(C=C1)F)C)F